2-(2,6-dimethyl-4-carbonylpyridin-1(4H)-yl)acetonitrile CC=1N(C(=CC(C1)=C=O)C)CC#N